i-octene C(=C)(C)CC(C)(C)C